ClC1=CC(=C(C=C1)C1=NC(=CC2=C1CN(C2=O)C)N2C[C@@H](OCC2)C=2C=NN(C2)C)F 4-(4-chloro-2-fluorophenyl)-2-methyl-6-((2S)-2-(1-methyl-1H-pyrazol-4-yl)-4-morpholinyl)-2,3-dihydro-1H-pyrrolo[3,4-c]pyridin-1-one